6-((4,4-difluorocyclohexyl)amino)-6'-methyl-[2,2'-bipyridine]-4-carboxylic acid FC1(CCC(CC1)NC1=CC(=CC(=N1)C1=NC(=CC=C1)C)C(=O)O)F